C1CCN(C1)CCCCl.Cl (3-chloropropyl)pyrrolidine hydrochloride